o-(benzyloxymethyl)benzamide tert-butyl-(2R)-2-{[(tert-butyldiphenylsilyl)oxy]methyl}-5-hydroxypyrrolidine-1-carboxylate C(C)(C)(C)OC(=O)N1[C@H](CCC1O)CO[Si](C1=CC=CC=C1)(C1=CC=CC=C1)C(C)(C)C.C(C1=CC=CC=C1)OCC1=C(C(=O)N)C=CC=C1